(trans-4-(2-(9-methoxy-3,4-dihydrobenzo[4,5]imidazo[1,2-a]pyrazin-2(1H)-yl)ethyl)cyclohexyl)-1,1-dimethylurea COC1=CC=CC2=C1N=C1N2CCN(C1)CC[C@@H]1CC[C@H](CC1)NC(N(C)C)=O